3,6-diamino-2,5-dibromo-1,4-benzoquinone NC1=C(C(C(=C(C1=O)Br)N)=O)Br